P(=O)(O)(O)OC(C(=O)OC[C@H]([C@](CO)(O)C)O)CO 2-C-methyl-D-erythritol 4-phosphoglycerate